(3S)-3-(1-oxo-5-piperazin-1-yl-isoindolin-2-yl)piperidine-2,6-dione benzenesulfonate C1(=CC=CC=C1)S(=O)(=O)O.O=C1N(CC2=CC(=CC=C12)N1CCNCC1)[C@@H]1C(NC(CC1)=O)=O